CC=1C(=CC(=CC1)N=C=O)N=C=O 2,4-tolylene diisocyanate